CC1=NC2=C(N1)C=C(C=C2)OC2=CC=C1N=CC=NC1=C2C(=C)C 7-((2-methyl-1H-benzo[d]imidazol-6-yl)oxy)-8-(prop-1-en-2-yl)quinoxaline